1-(7-(2-(4-(6-fluorobenzothiophen-4-yl)piperazin-1-yl)ethyl)-2-oxo-3,4-dihydroquinoline-1(2H)-yl)ethyl isobutyrate C(C(C)C)(=O)OC(C)N1C(CCC2=CC=C(C=C12)CCN1CCN(CC1)C1=CC(=CC2=C1C=CS2)F)=O